O1OOO1 Tetraoxetane